N-[5-(difluoromethoxy)-6-(hydroxymethyl)pyridin-3-yl]-1-(4-fluorophenyl)-3-methyl-1H-pyrazole-4-carboxamide FC(OC=1C=C(C=NC1CO)NC(=O)C=1C(=NN(C1)C1=CC=C(C=C1)F)C)F